C(C)(C)(C)OC(C[C@@H](C(=O)N[C@H](CCC(=O)OC(C)(C)C)C(=O)NC1=CC(=CC=C1)OC)NC([C@H](CC1=CC2=CC=CC=C2C=C1)NC(=O)C=1NC2=CC=C(C=C2C1)Cl)=O)=O tert-Butyl (R)-4-((S)-4-(tert-butoxy)-2-((S)-2-(5-chloro-1H-indole-2-carboxamido)-3-(naphthalen-2-yl)propanamido)-4-oxobutanamido)-5-((3-methoxyphenyl)amino)-5-oxopentanoate